(S)-4-(2,4-difluorobenzyl)-N-(7-((4-hydroxy-4-methylpentyl)oxy)-5-methyl-4-oxo-2,3,4,5-tetrahydrobenzo[b][1,4]oxazepin-3-yl)-1H-pyrazole-1-carboxamide FC1=C(CC=2C=NN(C2)C(=O)N[C@@H]2C(N(C3=C(OC2)C=CC(=C3)OCCCC(C)(C)O)C)=O)C=CC(=C1)F